COC1(CC1)COC1=CC(=NC(=C1)S(=O)(=O)C)NC1=CC(=NC=C1C1=NN(C=C1)C)NC(C)=O N-(4-((4-((1-methoxycyclopropyl)methoxy)-6-(methylsulfonyl)pyridin-2-yl)amino)-5-(1-methyl-1H-pyrazol-3-yl)pyridin-2-yl)acetamide